COCC1=C(C=CC(=N1)C=1N=NN(C1NC(O[C@H](C)C=1C(=NC=C(C1)F)Cl)=O)C)NS(=O)(=O)C (R)-1-(2-Chloro-5-fluoropyridin-3-yl)ethyl (4-(6-(methoxymethyl)-5-(methylsulfonamido)pyridin-2-yl)-1-methyl-1H-1,2,3-triazol-5-yl)carbamate